CSC=1C=CC(=NC1)COC1=NN=C(S1)N 5-((5-(methylthio)pyridin-2-yl)methoxy)-1,3,4-thiadiazol-2-amine